C1(CCCCC1)OC=1C=C(C=CC1)C=1SC(=C(N1)C)C(C)=O 2-(3-(cyclohexyloxy)phenyl)-4-methyl-5-acetylthiazole